C[C@H]1OC2=C(C1)C=CC(=C2)C=O (R)-2-methyl-2,3-dihydrobenzofuran-6-carbaldehyde